C1(=C(C=CC=C1)N)N phenylenediamine